(R)-N-(2-methoxy-4-(4-(1-methylpiperidin-4-yl)piperazin-1-yl)phenyl)-6-(3-phenylisoxaZolidin-2-yl)pyrimidin-4-amine COC1=C(C=CC(=C1)N1CCN(CC1)C1CCN(CC1)C)NC1=NC=NC(=C1)N1OCC[C@@H]1C1=CC=CC=C1